methylbis(trimethylsilyl)phosphine CP([Si](C)(C)C)[Si](C)(C)C